2,4-diamino-5-methyl-pyrimidine NC1=NC=C(C(=N1)N)C